3-[2-(Diisopropylamino)ethyl]-1H-indol-4-ol C(C)(C)N(CCC1=CNC=2C=CC=C(C12)O)C(C)C